CN(C(=O)C1=NN2C(CN(CCC2)C=2C3=C(N=C(N2)OC[C@H]2N(CCC2)C)CNCC3)=C1)C N,N-dimethyl-5-[2-[[(2S)-1-methylpyrrolidin-2-yl]methoxy]-5,6,7,8-tetrahydropyrido[3,4-d]pyrimidin-4-yl]-4,6,7,8-tetrahydropyrazolo[1,5-a][1,4]diazepine-2-carboxamide